NC1=NC(=C(C=2N1C(N(N2)CC2=NC=C(C=C2F)OC)=O)C2=CC=NC(=C2)C(=O)OC)C2=CC=CC=C2 methyl 4-(5-amino-2-((3-fluoro-5-methoxypyridin-2-yl) methyl)-3-oxo-7-phenyl-2,3-dihydro-[1,2,4]triazolo[4,3-c]pyrimidin-8-yl)-6-picolinate